2-((12-(dimethyl(perfluorophenyl)silyl)dodecyl)oxy)ethyl hydrogen ((((R)-1-(6-amino-9H-purin-9-yl)propan-2-yl)oxy)methyl)phosphonate NC1=C2N=CN(C2=NC=N1)C[C@@H](C)OCP(OCCOCCCCCCCCCCCC[Si](C1=C(C(=C(C(=C1F)F)F)F)F)(C)C)(O)=O